tridecyl ethyl silicate [Si](OCCCCCCCCCCCCC)(OCC)([O-])[O-]